O[C@@]1(C(N(CC1)C)=O)C1=CC(=NO1)C1=NC(=CC=C1)C1=NC(=NC=C1)N[C@H](C)C1=CN=C2N1C=CC=C2 (R)-3-Hydroxy-3-(3-(6-(2-(((R)-1-(imidazo[1,2-a]pyridin-3-yl)ethyl)amino)pyrimidin-4-yl)pyridin-2-yl)isoxazol-5-yl)-1-methylpyrrolidin-2-one